NO.[N+](=O)([O-])NC=1N=NC=2N(N1)C=NN2 6-nitroamino-1,2,4-triazolo[4,3-b][1,2,4,5]tetrazine hydroxylamine salt